Tert-butyl N-[3-[3-(methylamino)propoxy]cyclobutyl]carbamate CNCCCOC1CC(C1)NC(OC(C)(C)C)=O